C(C=C)(=O)N1[C@H]([C@H](N(CC1)S(=O)(=O)C)C1=CC(=NC(=C1)Cl)C1=CC(=NC=N1)C(=O)NC)C 6-(4-((2R,3S)-4-acryloyl-3-methyl-1-(methylsulfonyl)piperazin-2-yl)-6-chloropyridin-2-yl)-N-methylpyrimidine-4-carboxamide